OC(C([N+](C([2H])([2H])[2H])(C([2H])[2H])C)([2H])[2H])([2H])[2H].OCC[N+](C)(C)C choline (choline-d9)